4-(2,5-dioxopyrrolidin-1-yl)-N-[4-(4-fluorophenyl)-7-methoxy-1H-1,3-benzodiazol-2-yl]benzamide O=C1N(C(CC1)=O)C1=CC=C(C(=O)NC2=NC3=C(N2)C(=CC=C3C3=CC=C(C=C3)F)OC)C=C1